C(C=C)(=O)OCCCCCCCCCCCC1=CC=C2C=C(C(OC2=C1)=O)C1=C(C=C(C=C1)CCCCC)OC(F)(F)F 11-(2-oxo-3-(4-pentyl-2-(trifluoromethoxy)phenyl)-2H-chromen-7-yl)undecyl acrylate